CC(C)N1N=NC2=C1C=CC(=C2)C2=NOC(=N2)C2=C(N)C=CC=C2 2-{3-[1-(propan-2-yl)-1H-1,2,3-benzotriazol-5-yl]-1,2,4-oxadiazol-5-yl}aniline